[3-(dimethylamino) propyl]-13-methyl-8-oxo-6-{5-[(1-oxodecyl) oxy] pentyl}-9,13-diaza-7-oxatetradec-1-yl decanoate C(CCCCCCCCC)(=O)OCCCCCC(OC(NCCCN(CCCCN(C)C)C)=O)CCCCCOC(CCCCCCCCC)=O